NC1=C2C(=NC=N1)N(N=C2C2=CC=C(C=1N2C=CN1)NC(=O)NC1=NOC(=C1)C1(CC1)C(F)(F)F)C1COCCC1 1-(5-(4-amino-1-(tetrahydro-2H-pyran-3-yl)-1H-pyrazolo-[3,4-d]pyrimidin-3-yl)imidazo-[1,2-a]pyridin-8-yl)-3-(5-(1-(trifluoromethyl)cyclopropyl)-isoxazol-3-yl)urea